6-trifluoromethyl-2,3-dihydro-benzofuran-5-ylamine FC(C1=CC2=C(CCO2)C=C1N)(F)F